2-Methyl-2-(1-((2-(trimethylsilyl)ethoxy)methyl)-1H-pyrazol-4-yl)propanenitrile CC(C#N)(C)C=1C=NN(C1)COCC[Si](C)(C)C